C(C)(C)(C)OC(NC1(CCN(CC1)C1=NC(=C2C(=N1)NN=C2C2=C(C1=C(N=C(S1)C)C=C2)Cl)C#N)C)=O (1-(3-(7-chloro-2-methylbenzo[d]thiazol-6-yl)-4-cyano-1H-pyrazolo[3,4-d]pyrimidin-6-yl)-4-methylpiperidin-4-yl)carbamic acid tert-butyl ester